argon Ethylenediamine C(CN)N.[Ar]